(2-Methyl-5-nitrophenyl)(pentan-3-yl)sulfane CC1=C(C=C(C=C1)[N+](=O)[O-])SC(CC)CC